1,3,3,5,7-Pentamethyl-5-(2-methyl-5-(trifluoromethyl)phenyl)octahydrobenzo[c]isoxazol CN1OC(C2C1C(CC(C2)(C2=C(C=CC(=C2)C(F)(F)F)C)C)C)(C)C